Ethyl 16-chloro-9-cyano-2,3,4,10,12-pentaazatetracyclo[11.4.0.02,6.08,12]heptadeca-1(17),3,5,8,10,13,15-heptaene-5-carboxylate ClC1=CC=C2N3C=NC(=C3CC3=C(N=NN3C2=C1)C(=O)OCC)C#N